methyl (2S)-2-[[(2S)-2-(tert-butoxycarbonylamino)-3-(4-fluorophenyl)propanoyl]amino]-4-methyl-pentanoate C(C)(C)(C)OC(=O)N[C@H](C(=O)N[C@H](C(=O)OC)CC(C)C)CC1=CC=C(C=C1)F